C(C)(C)(C)C=1C=C(C(=O)N2CCN(CC2)C2=CC=C(N=N2)C(=O)NS(=O)(=O)CCC(F)(F)F)C=C(C1)C1=CC(=CC=C1)O 6-[4-[3-tert-Butyl-5-(3-hydroxyphenyl)benzoyl]piperazin-1-yl]-N-(3,3,3-trifluoropropylsulfonyl)pyridazine-3-carboxamide